silver-cerium [Ce].[Ag]